propyl-PropaneThiosulfinate C(CC)OS(=S)CCC